(+/-)-cis-N-methyl-N-[2-(3,4-dichlorophenyl)ethyl]-2-(1-pyrrolidinyl)cyclohexylamine CN(CCC1=CC(=C(C=C1)Cl)Cl)[C@H]1[C@H](CCCC1)N1CCCC1 |r|